N1(CCCCC1)CCCNC(=O)C=1N=COC1 N-(3-(piperidin-1-yl)propyl)oxazole-4-carboxamide